(R)-N-(1-cyanopyrrolidin-3-yl)-N-methyl-3-phenylazetidine-1-carboxamide C(#N)N1C[C@@H](CC1)N(C(=O)N1CC(C1)C1=CC=CC=C1)C